ClC=1C(=NC(=NC1)SC)C=1C=C2C(=CC(=NC2=CC1)C)C(C)(C)O 2-(6-(5-chloro-2-(methylthio)pyrimidin-4-yl)-2-methylquinolin-4-yl)propan-2-ol